C(C1=CC=CC=C1)N1N=CC(=C1)N1CCN(CCC1)C(=O)OC(C)(C)C tert-butyl 4-(1-benzylpyrazol-4-yl)-1,4-diazepane-1-carboxylate